4,4'-dibromo-p-benzophenone BrC1=CC=C(C(=O)C2(CC=CC=C2)Br)C=C1